ClC1=C(C=NN1C1CCS(CC1)(=N)=O)NC1=NC=C(C(=N1)NCCS(=O)(=O)C)C(F)(F)F (1r,4r)-4-(5-chloro-4-((4-((2-(methylsulfonyl)ethyl)amino)-5-(trifluoromethyl)pyrimidin-2-yl)amino)-1H-pyrazol-1-yl)-1-iminohexahydro-1λ6-thiopyran 1-oxide